glycidoxytripropyl-trimethoxysilane C(C1CO1)O[Si](OC(CCC)(CCC)CCC)(OC)OC